(S)-1-acetyl-N-(2-((R)-cyclopropanecarboxamido(4-isopropylphenyl)methyl)phenyl)azetidine-2-carboxamide C(C)(=O)N1[C@@H](CC1)C(=O)NC1=C(C=CC=C1)[C@@H](C1=CC=C(C=C1)C(C)C)NC(=O)C1CC1